2'-Hydroxy-3-(methoxymethoxy)chalcone OC1=C(C(/C=C/C2=CC(=CC=C2)OCOC)=O)C=CC=C1